Hexamethylenebis(3-(3,5-di-tert-butyl-4-hydroxyphenyl) propionate) C(C)(C)(C)C=1C=C(C=C(C1O)C(C)(C)C)CC(C(=O)[O-])CCCCCCC(C(=O)[O-])CC1=CC(=C(C(=C1)C(C)(C)C)O)C(C)(C)C